N'-((2S,3S)-2-(benzyloxy)pent-3-yl)formylhydrazine C(C1=CC=CC=C1)O[C@@H](C)[C@H](CC)C(=O)NN